FCC(CF)N1N=NC2=C1C=C(C=C2)C=2C=CN1N=C(N=C(C12)OC)N[C@H]1C(CN(CC1)C(C)=O)(F)F (R)-1-(4-((5-(1-(1,3-difluoropropan-2-yl)-1H-benzo[d][1,2,3]triazol-6-yl)-4-methoxypyrrolo[2,1-f][1,2,4]triazin-2-yl)amino)-3,3-difluoropiperidin-1-yl)ethan-1-one